NC1=C2C(=NC=N1)N(N=C2C2=CC=C(C=C2)OC2=CC=CC=C2)C2CCN(CC2)C2CCC1(CN(C1)C1CCC3(CN(C3)C=3C=C4C(N(C(C4=CC3)=O)C3C(NC(CC3)=O)=O)=O)CC1)CC2 5-(7-(4-(4-amino-3-(4-phenoxyphenyl)-1H-pyrazolo[3,4-d]pyrimidin-1-yl)piperidin-1-yl)-2,2'-diaza[2,7'-bispiro[3.5]nonan]-2'-yl)-2-(2,6-dioxopiperidin-3-yl)isoindoline-1,3-dione